4-amino-6-hydroxymethyl-5-methylthieno[2,3-d]pyrimidine-2(1H)-one NC=1C2=C(NC(N1)=O)SC(=C2C)CO